C(C)OC(=O)C=1C(=NC2=CC(=CN=C2C1N[C@@](CO[Si](C)(C)C(C)(C)C)(CCCC)C)Br)Cl (R)-7-bromo-4-((1-((tert-butyldimethylsilyl)oxy)-2-methylhex-2-yl)amino)-2-chloro-1,5-naphthyridine-3-carboxylic acid ethyl ester